3-((13S,15R)-4-fluoro-13-methyl-17-oxo-7,8,9,11,12,13,14,15,16,17-decahydro-6H-cyclopenta[a]phenanthren-15-yl)-N-(tetrahydrofuran-3-yl)propanamide FC1=CC=CC=2C3CC[C@@]4(C(C[C@H](C4C3CCC12)CCC(=O)NC1COCC1)=O)C